4-(2-(phenylmethoxy)ethoxy)-2-(1H-imidazol-1-yl)-6-nitroquinoline C1(=CC=CC=C1)COCCOC1=CC(=NC2=CC=C(C=C12)[N+](=O)[O-])N1C=NC=C1